COC=C1CCN(C2(CC2)C1)C(=O)OC(C)(C)C Tert-butyl 7-(methoxymethylidene)-4-azaspiro[2.5]octane-4-carboxylate